(1Z)-3-(2,4-dichloro-5-fluorophenyl)-2-(methoxycarbonyl)-3-oxo-prop-1-ene ClC1=C(C=C(C(=C1)Cl)F)C(C(=C)C(=O)OC)=O